FC1=C(C=CC=C1C=1C=NN(C1)C(C)C)N(C(=O)[C@@H]1CC[C@H](CC1)CC(=O)O)CC12CCC(CC1)(CC2)C2=CC(=C(C=C2)OC)C trans-2-(4-((2-Fluoro-3-(1-isopropyl-1H-pyrazol-4-yl)phenyl)((4-(4-methoxy-3-methylphenyl)bicyclo[2.2.2]octan-1-yl)methyl)carbamoyl)cyclohexyl)acetic acid